3-(4-(3-chloroprop-1-yn-1-yl)-3-methyl-2-oxo-2,3-dihydro-1H-benzo[d]Imidazol-1-yl)piperidine-2,6-dione ClCC#CC1=CC=CC=2N(C(N(C21)C)=O)C2C(NC(CC2)=O)=O